heptadecan-1-yl tricosylate C(CCCCCCCCCCCCCCCCCCCCCC)(=O)OCCCCCCCCCCCCCCCCC